OC(CNC(C=C)=O)C N-(2-hydroxypropyl)-acrylamide